[Sn](Cl)(Cl)Cl.[Cs] caesium tin trichloride